zeta-aminoheptanoic acid NCCCCCCC(=O)O